C(=O)(O)C1=C(C=CC=C1)NC(=O)C1=CC(=C(C(=O)O)C=C1O)O 4-(2-carboxyphenylaminocarbonyl)-2,5-dihydroxybenzoic acid